N1=CN=CC(=C1)C1=CNC2=NC=CC(=C21)N2C[C@H](CCC2)N2CCOCC2 4-[(3S)-1-(3-pyrimidin-5-yl-1H-pyrrolo[2,3-b]pyridin-4-yl)-3-piperidyl]morpholine